2-[(1S,4S)-2,5-diazabicyclo[2.2.2]octan-2-yl]pyrimidine-5-carbonitrile [C@@H]12N(C[C@@H](NC1)CC2)C2=NC=C(C=N2)C#N